FC=1C=C2C(NC=3[C@H](CC[C@@H](C3C2=CC1F)N(C(=O)C=1NC2=CC=C(C=C2C1)F)C)O)=O (S,S)-N-(8,9-difluoro-4-hydroxy-6-oxo-1,2,3,4,5,6-hexahydrophenanthridin-1-yl)-5-fluoro-N-methyl-1H-indole-2-carboxamide